Trans-tert-butyl 3-(3-((4-cyanophenyl)(3-fluoro-4-methoxybenzyl)amino)propyl)-2,4-dioxa-9-azaspiro[5.5]undecane-9-carboxylate C(#N)C1=CC=C(C=C1)N(CCCC1OCC2(CO1)CCN(CC2)C(=O)OC(C)(C)C)CC2=CC(=C(C=C2)OC)F